4-Azaisatin N1C(=O)C(=O)C2=NC=CC=C12